{4-[6-(1-Ethylazetidin-3-yl)pyridazin-3-yl]-3-hydroxyphenyl}-2-methyl-2H-pyrazolo[3,4-c]pyridin-7-ol C(C)N1CC(C1)C1=CC=C(N=N1)C1=C(C=C(C=C1)C=1N(N=C2C(=NC=CC21)O)C)O